4-amino-7-fluoro-N-(1-methyl-1H-pyrazol-3-yl)-N-((5-(trifluoromethyl)pyridin-2-yl)methyl)imidazo[1,5-a]quinoxaline-8-carboxamide NC=1C=2N(C3=CC(=C(C=C3N1)F)C(=O)N(CC1=NC=C(C=C1)C(F)(F)F)C1=NN(C=C1)C)C=NC2